FC(C(=O)O)(F)F.NCCCC1=C(C=CC(=C1F)F)NC1=C(C(=O)OC)C=C(C(=C1)C(F)(F)F)F Methyl 2-((2-(3-aminopropyl)-3,4-difluorophenyl)amino)-5-fluoro-4-(trifluoro-methyl)benzoate, trifluoroacetic acid salt